(S)-(3-(benzyloxy)-6-((6,7-dimethoxy-1,2,3,4-tetrahydroisoquinolin-1-yl)methyl)-2-methoxyphenyl)methanol C(C1=CC=CC=C1)OC=1C(=C(C(=CC1)C[C@@H]1NCCC2=CC(=C(C=C12)OC)OC)CO)OC